iminocyclohepta[c]-pyridine-2-oxide N=C1[N+](=CC=C2C1=CC=CC=C2)[O-]